FC(C=1N=C(C2=C(N1)N=C(C=C2)N)C(F)(F)F)(F)F 2,4-bis(trifluoromethyl)pyrido[2,3-d]pyrimidin-7-amine